COC=1C=C2C(=CNC2=CC1)/C=C/C(=O)C1=NC=CN=C1 trans-3-(5-methoxy-1H-indol-3-yl)-1-(pyrazinyl)-2-propen-1-one